CC1(OB(OC1(C)C)C1=C2C(=NC=C1)NC(=C2)C2CCN(CC2)C(=O)OC(C)(C)C)C tert-butyl 4-(4-(4,4,5,5-tetramethyl-1,3,2-dioxaborolan-2-yl)-1H-pyrrolo[2,3-b]pyridin-2-yl)piperidine-1-carboxylate